CN(C1=C(C=CC=C1)CN1CC(N(C(C1)C)C(C(C)C)=O)C(=O)NCC1=CC=C(C=C1)C=1OC=CC1)C 4-{[2-(dimethylamino)phenyl]methyl}-N-{[4-(furan-2-yl)phenyl]methyl}-6-methyl-1-(2-methylpropanoyl)piperazine-2-carboxamide